ethyl 2-(3-ethoxy-3-oxo-1-((5,6,7,8-tetrahydronaphthalen-2-yl)amino)prop-1-en-2-yl)-4,5-dimethoxybenzoate C(C)OC(C(=CNC1=CC=2CCCCC2C=C1)C1=C(C(=O)OCC)C=C(C(=C1)OC)OC)=O